(5S)-14-(aminomethyl)-5-ethyl-5-hydroxy-7,20-dioxa-11,24-diazahexacyclo[11.11.0.02,11.04,9.015,23.017,21]tetracosa-1(24),2,4(9),13,15(23),16,21-heptaene-6,10-dione NCC1=C2CN3C(C=4COC([C@](C4C=C3C2=NC=2C=C3OCCC3=CC12)(O)CC)=O)=O